N-(2-aminoethyl)-4-(5-methyl-7H-pyrrolo[2,3-d]pyrimidin-4-yl)-3,4-dihydro-2H-1,4-thiazine-6-carboxamide hydrochloride Cl.NCCNC(=O)C1=CN(CCS1)C=1C2=C(N=CN1)NC=C2C